C(C)(=O)C1=CN(C2=CC=C(C=C12)NC(OC(C)(C)C)=O)CC(=O)N(C1CC1)CC(=O)NCC1=C(C(=CC=C1)Cl)F tert-butyl (3-acetyl-1-(2-((2-((3-chloro-2-fluorobenzyl)amino)-2-oxoethyl)(cyclopropyl)amino)-2-oxoethyl)-1H-indol-5-yl)carbamate